CC(=O)O[C@@H]1C[C@@H]2[C@](C=CC(=O)C2(C)C)([C@@H]3[C@@]1([C@]45[C@H](O4)C(=O)[C@H]([C@@]5(CC3)C)C6=COC=C6)C)C The molecule is a limonoid that is azadiradione with an epoxy group across positions 14 and 15. Isolated from Azadirachta indica it exhibits insecticidal activitry against mosquitoes. It has a role as an anti-inflammatory agent, an insecticide and a plant metabolite. It is an acetate ester, a cyclic terpene ketone, a member of furans, a limonoid, an epoxide and a pentacyclic triterpenoid. It derives from an azadiradione.